BrC1=CC(=NC=C1C)C(=O)OC Methyl 4-bromo-5-methylpicolinate